NCC(C[Si](OCC)(OCC)OCC)C 3-amino-2-methyl-propyl(triethoxysilane)